(R)-4-((1R,3R,5S,6R)-6-(1-isopropyl-3-(5-(trifluoromethyl)pyridin-3-yl)-1H-pyrazol-5-yl)bicyclo[3.1.0]hexane-3-yl)-3-methylmorpholine C(C)(C)N1N=C(C=C1C1[C@H]2CC(C[C@@H]12)N1[C@@H](COCC1)C)C=1C=NC=C(C1)C(F)(F)F